ClC1=C(C(=CC=C1)OC)CC(=O)O 2-(2-chloro-6-methoxy-phenyl)acetic acid